5-chloro-N4-cyclopropyl-N2-[1-(2-methylsulfonylethyl)indazol-4-yl]-7-(2-trimethylsilylethoxymethyl)pyrrolo[2,3-d]pyrimidine-2,4-diamine ClC1=CN(C=2N=C(N=C(C21)NC2CC2)NC2=C1C=NN(C1=CC=C2)CCS(=O)(=O)C)COCC[Si](C)(C)C